C[N@@+]1(CCC2=CC(=C(C(=C2[C@@H]1CC3=CC(=C(C(=C3)OC)OC)OC)OC)OC)OC)CCCOC(=O)CCC(=O)OCCC[N@+]4(CCC5=CC(=C(C(=C5[C@@H]4CC6=CC(=C(C(=C6)OC)OC)OC)OC)OC)OC)C The molecule is the (1S,2R,1'S,2'R)-diastereoisomer of doxacurium. It is a quaternary ammonium ion, a diester and a succinate ester. It is an enantiomer of a (1R,2S,1'R,2'S)-doxacurium.